ClCCCCN1NNC2=C1C=CC=C2 1-(4-chlorobutyl)-2H-benzotriazol